[O-2].[Li+].[Ni+2].[La+3].[O-2].[O-2] lanthanum-nickel-lithium oxide